ClC1=CC=C2CNC3(CCN(CC3)CC=3C=NN(C3)C)C2=C1 6-chloro-1'-[(1-methylpyrazol-4-yl)methyl]spiro[isoindoline-1,4'-piperidine]